1-trimethoxysilyl-8-(diethylamino)(methyldimethoxysilylpropylamino)methylsilyl-octane CO[Si](C(CCCCCCCN(CC)CC)[SiH2]CNCCC[Si](OC)(OC)C)(OC)OC